ClC1=C(C(C2=CC=CC=C2)(C2=CC=CC=C2)[C@H](C(=O)O)C(C(=O)N(C)C[C@H](C)NC(=O)OCC2C3=CC=CC=C3C=3C=CC=CC23)CC2=CC=CC=C2)C=CC=C1 (2-Chlorotrityl)-(R)-4-(((S)-2-((((9H-fluoren-9-yl)methoxy)carbonyl)amino)propyl)(methyl)-amino)-3-benzyl-4-oxobutanoic acid